C[C@@H]1COCC2=CC=CC(=C12)CC(=O)OC methyl (S)-2-(4-methylisochroman-5-yl)acetate